8-chloro-3-(5-(difluoromethyl)-1,3,4-thiadiazol-2-yl)-N-(1-(cyano)cyclopropyl)-N-(4-methoxybenzyl)imidazo[1,5-a]pyridine-6-sulfonamide ClC=1C=2N(C=C(C1)S(=O)(=O)N(CC1=CC=C(C=C1)OC)C1(CC1)C#N)C(=NC2)C=2SC(=NN2)C(F)F